4,6-bis(3-(9H-9-carbazolyl)phenyl)pyrimidine C1=CC=CC=2C3=CC=CC=C3N(C12)C=1C=C(C=CC1)C1=NC=NC(=C1)C1=CC(=CC=C1)N1C2=CC=CC=C2C=2C=CC=CC12